3-(1-oxo-5-(((1R,2S)-2-(3-(2-(trifluoromethyl)pyridin-4-yl)azetidin-1-yl)cyclohex-yl)oxy)isoindolin-2-yl)piperidine-2,6-dione O=C1N(CC2=CC(=CC=C12)O[C@H]1[C@H](CCCC1)N1CC(C1)C1=CC(=NC=C1)C(F)(F)F)C1C(NC(CC1)=O)=O